1-cyclopropyl-N-[8-fluoro-2-(3-hydroxy-3-methyl-butyl)-7-methoxy-imidazo[1,2-a]pyridin-6-yl]-2-oxo-pyridine-3-carboxamide C1(CC1)N1C(C(=CC=C1)C(=O)NC=1C(=C(C=2N(C1)C=C(N2)CCC(C)(C)O)F)OC)=O